methyl 4-(2,2,7-trifluoro-3-oxo-6-(perfluorophenyl)-2,3-dihydro-4H-benzo[b][1,4]oxazin-4-yl)butanoate FC1(C(N(C2=C(O1)C=C(C(=C2)C2=C(C(=C(C(=C2F)F)F)F)F)F)CCCC(=O)OC)=O)F